7-ethyl-4-(4-fluoro-3-(6-methoxy-1H-indol-5-yl)phenyl)-7H-imidazo[4,5-c]Pyridazine C(C)N1C=NC2=C1N=NC=C2C2=CC(=C(C=C2)F)C=2C=C1C=CNC1=CC2OC